6-((exo-8-Azabicyclo[3.2.1]octan-3-yl)oxy)-N-(4-([1,2,4]triazolo[1,5-c]pyrimidin-7-yl-oxy)-3-methylphenyl)quinazolin-4-amine C12CC(CC(CC1)N2)OC=2C=C1C(=NC=NC1=CC2)NC2=CC(=C(C=C2)OC2=CC=1N(C=N2)N=CN1)C